C1=CC(=CC=C1NC(=O)NC2=CC(=C(C=C2)Cl)Cl)Cl N-(4-chlorophenyl)-N-(3,4-dichlorophenyl)-urea